Glycine potassium salt [K+].NCC(=O)[O-]